P(=O)(O)(O)OC[C@H]([C@H](C([C@@H](CO)O)=O)O)O arabino3-hexulose 6-phosphate